pyrrolidin-2-yl-3-methoxy-2-methylpropanoic acid N1C(CCC1)C(C(=O)O)(COC)C